(R)-7-chloro-N-(3-((3-methoxypyrrolidin-1-yl)methyl)-5-(trifluoromethyl)phenyl)-1-methyl-6-(pyrazolo[1,5-a]pyrazin-3-yloxy)-1H-imidazo[4,5-b]pyridin-2-amine ClC1=C2C(=NC=C1OC=1C=NN3C1C=NC=C3)N=C(N2C)NC2=CC(=CC(=C2)C(F)(F)F)CN2C[C@@H](CC2)OC